(E)-3-((4-fluorobutyl)thio)-4-(methylthio)pent-3-en-2-one FCCCCS\C(\C(C)=O)=C(/C)\SC